N-[(2S,3R)-2-[(3'-chloro-2,2-difluoro[1,1'-biphenyl]-3-yl)methyl]-4,4-difluoro-1-(oxetane-2-carbonyl)pyrrolidin-3-yl]-methanesulfonamide ClC=1C=C(C=CC1)C=1C(C(C=CC1)C[C@@H]1N(CC([C@@H]1NS(=O)(=O)C)(F)F)C(=O)C1OCC1)(F)F